ClC=1C=2C(N=C3N(C2C=CC1)C1=CC(=CC=C1C31CC(C1)NC)C1CCN(CC1)C(=O)OC(C)(C)C)=O tert-butyl 4-(4'-chloro-3-(methylamino)-5'-oxo-5'H-spiro[cyclobutane-1,7'-indolo[1,2-a]quinazolin]-10'-yl)piperidine-1-carboxylate